(RS)-1-(2-fluorophenyl)ethanol tert-butyl-9-((1-(3-(2,6-dioxopiperidin-3-yl)-7-fluoro-1-methyl-1H-indazol-6-yl)piperidin-4-yl)methyl)-3,9-diazaspiro[5.5]undecane-3-carboxylate C(C)(C)(C)C1CN(CCC12CCN(CC2)CC2CCN(CC2)C2=CC=C1C(=NN(C1=C2F)C)C2C(NC(CC2)=O)=O)C(=O)O[C@H](C)C2=C(C=CC=C2)F |r|